2-methyl-3-(4,5-dihydroisoxazol-3-yl)-4-methylsulfonylbenzoic acid chloride CC1=C(C(=O)Cl)C=CC(=C1C1=NOCC1)S(=O)(=O)C